ClC1=C(C=CC(=C1)S(=O)(=O)C)C=1C=NC(=NC1)C1CN(C1)C(CC[C@H]1NC(OC1)=O)=O (4R)-4-[3-[3-[5-(2-Chloro-4-methylsulfonyl-phenyl)pyrimidin-2-yl]azetidin-1-yl]-3-oxo-propyl]oxazolidin-2-one